COCC1=C(C=CC(=C1)N)N 2-Methoxymethyl-p-phenylendi-amin